O[C@H]1[C@@H](CCCC1)NC=1C=COC1 4-(((1r,2r)-2-hydroxycyclohexyl)amino)furan